C1=CC=CC=2N=CC=3N(C12)C1=CC=CC=C1C3 indolo[1,2-a]quinoxaline